2-bromo-5-isopropoxy-N,N-dimethylisonicotinamide BrC=1C=C(C(=O)N(C)C)C(=CN1)OC(C)C